octacyano-copper C(#N)[Cu](C#N)(C#N)(C#N)(C#N)(C#N)(C#N)C#N